N-(6-methoxy-1-(methyl-d3)-1H-indazol-7-yl)-1-(4-(trifluoromethyl)pyridin-2-yl)-1H-pyrazole-4-sulfonamide COC1=CC=C2C=NN(C2=C1NS(=O)(=O)C=1C=NN(C1)C1=NC=CC(=C1)C(F)(F)F)C([2H])([2H])[2H]